OB(O)O Trihydroxyborane